CN1N=C(C(=C1)C=1N=C2C(=CN(C=C2)CC=2SC3=C(N2)C=CC(=C3)C)N1)C 2-((2-(1,3-dimethyl-1H-pyrazol-4-yl)-5H-imidazo[4,5-c]pyridin-5-yl)methyl)-6-methylbenzo[d]thiazole